5-bromo-4-(methoxymethyl)pyrimidin BrC=1C(=NC=NC1)COC